CC([C@@H](C(=O)NC1=CC=C(C=C1)N1CCOCC1)NS(=O)(=O)C1=CC=C(C=C1)C)C (S)-3-methyl-2-(4-methylphenyl-sulphonamido)-N-(4-morpholinophenyl)butanamide